3-((3aR,3bR,4aS,5R,5aS)-2,2-dimethylhexahydrocyclopropa[3,4]cyclopenta[1,2-d][1,3]dioxol-5-yl)-N-ethyl-5-methyl-3H-imidazo[4,5-b]pyridin-7-amine CC1(O[C@H]2[C@@H](O1)[C@@H]([C@@H]1[C@H]2C1)N1C=NC=2C1=NC(=CC2NCC)C)C